2,2-bis(2-methacryloyloxyethoxy)propane C(C(=C)C)(=O)OCCOC(C)(C)OCCOC(C(=C)C)=O